2-Methyl-oxazole-5-carboxylic acid [7-methoxy-4-(tetrahydropyran-4-yl)-1H-benzoimidazol-2-yl]-amide COC1=CC=C(C2=C1NC(=N2)NC(=O)C2=CN=C(O2)C)C2CCOCC2